(S)-3-(5-fluoro-4-((1-(5-(3-fluorophenyl)-4,5-dihydro-1H-pyrazole-1-carbonyl)azetidin-3-yl)oxy)pyridin-2-yl)-1,4-dimethyl-1H-pyrazole-5-carboxamide FC=1C(=CC(=NC1)C1=NN(C(=C1C)C(=O)N)C)OC1CN(C1)C(=O)N1N=CC[C@H]1C1=CC(=CC=C1)F